[Si](C)(C)(C(C)(C)C)OC1=CC=C(C=C1)[C@H]1CCCN2C1=NS(CC2)(=O)=O (9R)-9-(4-((tert-butyldimethylsilyl)oxy)phenyl)-3,4,6,7,8,9-hexahydropyrido[2,1-c][1,2,4]thiadiazine 2,2-dioxide